COC1=CC=C(CN(C=2N=CN(C(C2C(=O)OC)=O)C2=C(C=CC=C2)OC)CC2=CC=C(C=C2)OC)C=C1 Methyl 4-(bis(4-methoxybenzyl)amino)-1-(2-methoxyphenyl)-6-oxo-1,6-dihydropyrimidine-5-carboxylate